tert-butyl 4-(4-methoxy-2-pyridyl)piperazine-1-carboxylate COC1=CC(=NC=C1)N1CCN(CC1)C(=O)OC(C)(C)C